C(C1=CC=CC=C1)OC1CCC(CC1)C1(C(C=NC(=C1)Cl)N)N 4-(4-(benzyloxy)cyclohexyl)-6-Chloropyridine-3,4-diamine